5-Bromo-4-methoxy-2-(methylamino)benzaldehyde BrC=1C(=CC(=C(C=O)C1)NC)OC